NC1=NC2=CC=C(C=C2C=C1C)C(=O)N(CC1=NC=C(C=C1)C(F)(F)F)CC=1C(=NC=CC1)N1N=CN=C1 2-amino-3-methyl-N-((2-(1H-1,2,4-triazol-1-yl)-3-pyridinyl)methyl)-N-((5-(trifluoromethyl)-2-pyridinyl)methyl)-6-quinolinecarboxamide